C(C)(C)(C)OC(=O)N(C/C=C/C(=O)OC)C Methyl (E)-4-((tert-butoxycarbonyl)(methyl)amino)but-2-enoate